1-(2-hydroxyphenyl)-1-(4-hydroxyphenyl)heptadecane OC1=C(C=CC=C1)C(CCCCCCCCCCCCCCCC)C1=CC=C(C=C1)O